COC(=O)C=1SC=C(C1NC(C[N+]1(CCCCC1)CC(NC1=C(SC=C1C)C(=O)OC)=O)=O)C 1,1-bis(2-((2-(methoxycarbonyl)-4-methylthiophen-3-yl)amino)-2-oxoethyl)piperidin-1-ium